ethyl 7-chloro-6-fluoro-5-methyl-4-oxo-1-(1,3-thiazol-2-yl)-1,4-dihydro-1,8-naphthyridine-3-carboxylate ClC1=C(C(=C2C(C(=CN(C2=N1)C=1SC=CN1)C(=O)OCC)=O)C)F